C(C)C(COC(CCC(CCCCCCCC(=O)OCC(CCCC)CC)CC)=O)CCCC gamma-ethyldodecanedioic acid bis(2-ethylhexyl) ester